C(C)N1C=NC2=C1C=C(C(=C2)F)F 1-ethyl-5,6-difluoro-1H-1,3-benzodiazol